styrenesulfonic acid, sodium salt [Na+].C(=CC1=CC=CC=C1)S(=O)(=O)[O-]